COC(C1=CC=C(C=C1)NC1CCNCC1)=O 4-(piperidin-4-ylamino)benzoic acid methyl ester